6,7-dichloro-2-((S)-1-((S)-4,6-dimethyl-1,4-diazepan-1-yl)butyl)-3-ethylquinazolin-4(3H)-one ClC=1C=C2C(N(C(=NC2=CC1Cl)[C@H](CCC)N1CCN(C[C@@H](C1)C)C)CC)=O